N,N-dimethylethylene-diamine CN(CCN)C